3-fluoro-6-(4-fluorophenyl)pyridin-2-amine FC=1C(=NC(=CC1)C1=CC=C(C=C1)F)N